9-(4-Nitrophenyl)-2,9-diazaspiro[5.5]undecane-2-carboxylic acid tert-butyl ester C(C)(C)(C)OC(=O)N1CC2(CCC1)CCN(CC2)C2=CC=C(C=C2)[N+](=O)[O-]